COC(=O)N1C=NC2=C1C=C(C(=C2)C2=CC=C(C=C2)[N+](=O)[O-])C2=CC=C(C=C2)[N+](=O)[O-] 5,6-bis(4-nitrophenyl)-1H-benzimidazole-1-carboxylic acid methyl ester